O1CC(C1)N1C(C(=CC1=O)C1=CC=CC=C1)=O 1-(Oxetan-3-yl)-3-phenyl-1H-pyrrole-2,5-dione